7-((4-(2,6-dioxopiperidin-3-yl)phenyl)amino)-N,N-diisopropylheptanamide O=C1NC(CCC1C1=CC=C(C=C1)NCCCCCCC(=O)N(C(C)C)C(C)C)=O